C(C1=CC=CC=C1)N1CC(OCC1)C=1C=NC(=NC1)C 4-benzyl-2-(2-methylpyrimidin-5-yl)morpholine